FC1(C2(CCNCC12)C(=O)OC)F methyl 7,7-difluoro-3-azabicyclo[4.1.0]heptane-6-carboxylate